N1(CCC1)C1=C(C=CC=C1)C1CCN(CC1)C1=NC(=NC2=CC=C(C=C12)N(C)CC)C1CC1 {4-[4-(2-azetidin-1-yl-phenyl)-piperidin-1-yl]-2-cyclopropyl-quinazolin-6-yl}-ethyl-methyl-amine